4-(((S)-1-(2-Chloro-4-fluorophenyl)ethyl)amino)-2,5-difluoro-N-((R,E)-4-(methylsulfonyl)but-3-en-2-yl)benzamide ClC1=C(C=CC(=C1)F)[C@H](C)NC1=CC(=C(C(=O)N[C@H](C)\C=C\S(=O)(=O)C)C=C1F)F